3-((5-(chloromethyl)-4-fluoropyridin-2-yl)amino)piperidine-2,6-dione ClCC=1C(=CC(=NC1)NC1C(NC(CC1)=O)=O)F